Cl.N1=NC(=CC=C1)N Pyridazin-3-amine hydrochloride